C1(=CC=CC2=CC=CC=C12)C=1C2=C(C=C3C=CN=CC13)C=CC=C2 10-(naphthalene-1-yl)benzo[G]isoquinoline